BrC1=C(C=C(C(=C1)[N+](=O)[O-])OC)N1N=C2C(=C1)C=NC2 2-(2-Bromo-5-methoxy-4-nitrophenyl)-2,6-dihydropyrrolo[3,4-c]pyrazole